CC=1C=C(C2=C(C=C(O2)CN2C(C3=CN=CC=C3C=C2)=O)C1)C(=O)OC Methyl 5-methyl-2-((1-oxo-2,7-naphthyridin-2(1H)-yl)methyl)benzofuran-7-carboxylate